N1=CC=CC2=CC=CC(=C12)OCC1=NOC(=N1)C(=O)OCC ethyl 3-((quinolin-8-yloxy)methyl)-1,2,4-oxadiazole-5-carboxylate